N-[3',5'-di-tert-butyl-1,1'-biphenyl-3-yl]-9,9-bis(4-tert-butylphenyl)-9H-fluoren-2-amine C(C)(C)(C)C=1C=C(C=C(C1)C(C)(C)C)C1=CC(=CC=C1)NC1=CC=2C(C3=CC=CC=C3C2C=C1)(C1=CC=C(C=C1)C(C)(C)C)C1=CC=C(C=C1)C(C)(C)C